ClC1=CC(=C(N=N1)C(NCC(F)(F)F)=O)NCC1CN(CCC1)C(=O)OC(C)(C)C tert-butyl 3-((6-chloro-3-(2,2,2-trifluoroethylcarbamoyl)pyridazin-4-ylamino)methyl)piperidine-1-carboxylate